C(C)(C)C1(C2CC3CC(CC1C3)C2)OC(C(=C)C)=O methacrylic acid-2-isopropyl-2-adamantyl ester